C1(CC1)CS(=O)(=O)C1=CC=C(C=C1)C(C(=O)NC1=CC(=C(C(=C1)Cl)C1=CC=C(C=C1)S(=O)(=O)C)Cl)COC 2-(4-((cyclopropylmethyl)sulfonyl)phenyl)-N-(2,6-dichloro-4'-(methylsulfonyl)-[1,1'-Biphenyl]-4-yl)-3-methoxypropionamide